2-((1s,2s)-1-(2-chloro-5-fluorophenyl)-1-(5-methyl-1H-pyrazol-1-yl)propan-2-yl)-5-hydroxy-N-(isoxazol-4-yl)-1-methyl-6-oxo-1,6-dihydropyrimidine-4-carboxamide ClC1=C(C=C(C=C1)F)[C@H]([C@H](C)C=1N(C(C(=C(N1)C(=O)NC=1C=NOC1)O)=O)C)N1N=CC=C1C